(3R)-3-amino-7-(5-tert-butyl-1,3,4-oxadiazol-2-yl)-1,1-dioxo-5-[(4-tetrahydropyran-4-yloxyphenyl)methyl]-2,3-dihydro-1lambda6,5-benzothiazepin-4-one N[C@H]1CS(C2=C(N(C1=O)CC1=CC=C(C=C1)OC1CCOCC1)C=C(C=C2)C=2OC(=NN2)C(C)(C)C)(=O)=O